[N+](=O)([O-])C1=CC2=C(NC(=N2)S)C=C1 5-Nitro-1H-benzo[d]imidazole-2-thiol